(R)-7-((4-((1-(3-Bromophenyl)ethyl)amino)-6-methoxy-2-methylquinazolin-7-yl)oxy)heptanal BrC=1C=C(C=CC1)[C@@H](C)NC1=NC(=NC2=CC(=C(C=C12)OC)OCCCCCCC=O)C